ClC=1C=C(C=CC1)C1(CN(C1)C=1C=2N(C=CC1)N=C(N2)NC=2C=NN(C2)CC(=O)N2CCN(CC2)CCOC)CC#N 2-[3-(3-chlorophenyl)-1-[2-[[1-[2-[4-(2-methoxyethyl)piperazin-1-yl]-2-oxo-ethyl]pyrazol-4-yl]amino]-[1,2,4]triazolo[1,5-a]pyridin-8-yl]azetidin-3-yl]acetonitrile